3-(4-(ethyl-sulfonamido)-3-(4-fluorophenethoxy)phenyl)-5-(pyrazin-2-ylamino)-1-((2-(trimethyl-silyl)ethoxy)methyl)-1H-pyrazole-4-carboxamide C(C)S(=O)(=O)NC1=C(C=C(C=C1)C1=NN(C(=C1C(=O)N)NC1=NC=CN=C1)COCC[Si](C)(C)C)OCCC1=CC=C(C=C1)F